(Z)-3-((3-(7-(hydroxyamino)-7-oxoheptyl)-2,4-dioxathiazolidine-5-ylidene)methyl)benzoic acid methyl ester COC(C1=CC(=CC=C1)\C=C/1\ON(OS1)CCCCCCC(=O)NO)=O